FC=1C=CC(=C(C1)C=1C(=NC(=NC1)C1=C(C=CC=C1OC)F)C(=O)N)N1C(CCC1)C1=NC=CC=C1 (5-fluoro-2-(2-(pyridin-2-yl)pyrrolidin-1-yl)phenyl)-2-(2-fluoro-6-methoxyphenyl)pyrimidine-4-carboxamide